2-(4-nitrophenyl)imidazo[1,2-a]pyridine-6-carboxylic acid [N+](=O)([O-])C1=CC=C(C=C1)C=1N=C2N(C=C(C=C2)C(=O)O)C1